C(C)(C)(C)OC(=O)N1CC(C1)[C@@H]1CN(CCC1)CCCS(=O)(=O)O (R)-3-(3-(1-(tert-butoxycarbonyl)azetidine-3-yl)piperidin-1-yl)propane-1-sulfonic acid